ClC1=CC=2C(OCC3=CC(=CC=C3C3=C(C=C(C(NS(C(=C1OC)C2)(=O)=O)=C3)F)F)F)=O 13-chloro-5,19,21-trifluoro-14-methoxy-16,16-dioxo-9-oxa-16λ6-thia-17-azatetracyclo[16.3.1.111,15.02,7]tricosa-1(21),2,4,6,11(23),12,14,18(22),19-nonaen-10-one